C(C)C1(COC1)COCC1=CC=C(C=C1)COCC1(COC1)CC 1,4-bis[{(3-ethyl-3-oxetanyl)methoxy}methyl]benzene